NC=1C=2N(C(=C(N1)C=1C=C(C#N)C=CC1)Br)N=C(C2)C=O 3-(4-amino-7-bromo-2-formylpyrazolo[1,5-a]pyrazin-6-yl)benzonitrile